[N].FC(C(=O)N[C@@H](CCCCN)C(=O)O)(F)F Trifluoroacetyl-L-Lysine Nitrogen